alpha-methyl-amino-butyric acid CC(C(=O)O)(CC)N